3-((10-Hydroxy-7-((S)-2-(4-isopropyloxazol-2-yl)pyrrolidine-1-carbonyl)-7-azaspiro[4.5]decan-10-yl)methyl)-6-phenylpyrimidin-4(3H)-one OC1(CCN(CC12CCCC2)C(=O)N2[C@@H](CCC2)C=2OC=C(N2)C(C)C)CN2C=NC(=CC2=O)C2=CC=CC=C2